BrC1=CC=C2C=CN=C(C2=C1)NCCC(=O)OCC ethyl 3-((7-bromoisoquinolin-1-yl)amino)propanoate